4-(6-methylpyridin-3-yl)thiazole-2-carbaldehyde CC1=CC=C(C=N1)C=1N=C(SC1)C=O